Cyanoacethydrazide C(#N)CC(=O)NN